2-benzyloxy-1-(6-(3-pyridin-3-ylphenyl)pyridin-2-yl)-3,5-bis(3-pyridin-3-ylphenyl)benzene C(C1=CC=CC=C1)OC1=C(C=C(C=C1C1=CC(=CC=C1)C=1C=NC=CC1)C1=CC(=CC=C1)C=1C=NC=CC1)C1=NC(=CC=C1)C1=CC(=CC=C1)C=1C=NC=CC1